monoglyceryl oleate C(CCCCCCC\C=C/CCCCCCCC)(=O)OCC(O)CO